CCCCCCCCCCCCCCCCCCCC(=O)OC(CC(=O)[O-])C[N+](C)(C)C The molecule is an O-acylcarnitine having icosanoyl (arachidoyl) as the acyl substituent. It has a role as a metabolite. It is an O-acylcarnitine, an ammonium betaine and a carboxylic ester. It derives from a carnitine.